CN1C2=C(SC(C1=O)CC(=O)NCC=1OC(=CC1)C)N=CC=C2 2-(1-methyl-2-oxo-2,3-dihydro-1H-pyrido[2,3-b][1,4]thiazin-3-yl)-N-((5-methylfuran-2-yl)methyl)acetamide